FC1=CC(=C(C=C1)C(C)N1N=NC=2[C@@H](N(CCC21)C(=O)OC(C)(C)C)C)C(F)(F)F tert-butyl (4S)-1-[1-[4-fluoro-2-(trifluoromethyl)phenyl]ethyl]-4-methyl-1H,4H,5H,6H,7H-[1,2,3]triazolo[4,5-c]pyridine-5-carboxylate